3-(2-chlorophenyl)-5-(1-isopropyl-1H-indazol-5-yl)-1,2,4-oxadiazole ClC1=C(C=CC=C1)C1=NOC(=N1)C=1C=C2C=NN(C2=CC1)C(C)C